NC=1C2=C(N=CN1)N(C=C2C2=C(C=C(C=C2)NC(CC2=CC=CC1=CC=CC=C21)=O)C)C N-(4-(4-amino-7-methyl-7H-pyrrolo[2,3-d]pyrimidin-5-yl)-3-methylphenyl)-2-(naphthalen-1-yl)acetamide